benzyl 4-(4-(benzyloxy)phenyl)-2-methylpiperazine-1-carboxylate C(C1=CC=CC=C1)OC1=CC=C(C=C1)N1CC(N(CC1)C(=O)OCC1=CC=CC=C1)C